ClC=1C=CC2=C(CCN(S2(=O)=O)C(C(C)C2=C(C(=CC=C2F)C)C)C2=NNC(O2)=O)C1 5-(1-(6-chloro-1,1-dioxido-3,4-dihydro-2H-benzo[e][1,2]thiazin-2-yl)-2-(6-fluoro-2,3-dimethylphenyl)propyl)-1,3,4-oxadiazol-2(3H)-one